BrC=1C=CC(=C(C1)O)C1=C2C(=C(N=N1)Cl)N=CC=C2 5-bromo-2-(8-chloropyrido[2,3-d]pyridazin-5-yl)phenol